(S)-5-(3-(pyridin-4-yl)-1,2,4-oxadiazol-5-yl)-4-(4-(5-(trifluoromethyl)-1,2,4-oxadiazol-3-yl)phenyl)morpholin-3-one N1=CC=C(C=C1)C1=NOC(=N1)[C@@H]1COCC(N1C1=CC=C(C=C1)C1=NOC(=N1)C(F)(F)F)=O